C(=O)(OC(C)(C)C)N[C@H](CC1=C(C=CC(=C1)Br)OC)C(=O)O Boc-5-bromo-2-methoxy-D-phenylalanine